CN(CCC(CCCCCCCCCC\C=C/CCCCCCCC(=O)OC)CCCCCCCC)C methyl (9Z)-21-[2-(dimethylamino)ethyl]nonacos-9-enoate